N1=C(C=CC=C1)CC1=NN=NN1CC1=CC=C(C(=O)NO)C=C1 4-[[5-(2-pyridylmethyl)tetrazol-1-yl]methyl]benzohydroxamic acid